O1C(COC=C1)=O p-dioxinone